Butyl(1-(3-bromophenyl) cyclopropyl) carbamate C(N)(OC1(C(C1)CCCC)C1=CC(=CC=C1)Br)=O